N'-{(2S,3R)-1-(azetidine-1-carbonyl)-2-[(2,2'-difluoro-3'-methyl[1,1'-biphenyl]-3-yl)methyl]-4,4-difluoropyrrolidin-3-yl}-N,N-dimethylsulfuric diamide N1(CCC1)C(=O)N1[C@H]([C@H](C(C1)(F)F)NS(N(C)C)(=O)=O)CC=1C(=C(C=CC1)C1=C(C(=CC=C1)C)F)F